ClC(C1=NC(=NO1)C1=CC=C(C=C1)NC=1C(C(C1NC=1C=NC=CC1)=O)=O)(F)F 3-((4-(5-(chlorodifluoromethyl)-1,2,4-oxadiazol-3-yl)phenyl)amino)-4-(pyridin-3-ylamino)cyclobut-3-ene-1,2-dione